C(C)OC(CC(C(C)C)=O)=O.CC(C(CC(=O)O)=O)C.CN(C)\C=C(/C(=O)OCC)\C(C(C)C)=O Ethyl (Z)-2-((dimethylamino) methylene)-4-methyl-3-oxopentanoate 4-Methyl-3-oxopentanoate Ethyl-4-methyl-3-oxopentanoate